NCCCCCC(=O)N[C@H](C(=O)N1[C@@H](C[C@H](C1)O)C(=O)NCC1=CC=C(C=C1)C1=C(N=CS1)C)C(C)(C)C (2S,4R)-1-((S)-2-(6-aminocaproylamino)-3,3-dimethylbutyryl)-4-hydroxy-N-(4-(4-methylthiazol-5-yl)benzyl)pyrrolidine-2-carboxamide